(E)-N'-(2,4-dimethoxybenzylidene)-6-(4-methoxyphenyl)pyrazine-2-carbohydrazide COC1=C(\C=N\NC(=O)C2=NC(=CN=C2)C2=CC=C(C=C2)OC)C=CC(=C1)OC